6-(3-{2-[2-(3-methoxyquinolin-5-yl)ethoxy]acetyl}-3,8-diazabicyclo[3.2.1]octan-8-yl)pyridine-3-carbonitrile COC=1C=NC2=CC=CC(=C2C1)CCOCC(=O)N1CC2CCC(C1)N2C2=CC=C(C=N2)C#N